1-[2-(1H-1,3-benzodiazol-1-yl)acetyl]-4-fluoro-N-{[6-fluoro-5-(1-methylcyclopropyl)pyridin-2-yl](phenyl)methyl}pyrrolidine-2-carboxamide N1(C=NC2=C1C=CC=C2)CC(=O)N2C(CC(C2)F)C(=O)NC(C2=CC=CC=C2)C2=NC(=C(C=C2)C2(CC2)C)F